C(#C)C=1OC(=CN1)OC1=C(N=NN1)C(=O)O 5-((2-ethynyloxazol-5-yl)oxy)-1H-1,2,3-triazole-4-carboxylic acid